C(C)(C)(C)OC(=O)N1CC=2N(C[C@@H]1C)N=CC2N2S(CC(C2C)OC)(=O)=O (6S)-3-(4-methoxy-3-methyl-1,1-dioxo-1,2-thiazolidin-2-yl)-6-methyl-6,7-dihydro-4H-pyrazolo[1,5-a]pyrazine-5-carboxylic acid tert-butyl ester